methyl-((2-(((1s,3R)-3-(((4,4-difluorocyclohexyl)amino)methyl)cyclobutyl)methoxy)-4-methylphenyl)sulfonyl)-L-proline C[C@@]1(N(CCC1)S(=O)(=O)C1=C(C=C(C=C1)C)OCC1CC(C1)CNC1CCC(CC1)(F)F)C(=O)O